(E)-N-(7-Chloro-1-(1-[4-(dimethylamino)but-2-enoyl]azepan-3-yl)-1H-benzo[d]imidazol-2-yl)-2-methylisonicotinamide ClC1=CC=CC2=C1N(C(=N2)NC(C2=CC(=NC=C2)C)=O)C2CN(CCCC2)C(\C=C\CN(C)C)=O